ClC1=CC=C(C=C1)C=1N=C2N(C=CC=C2)C1CN1CC2CCC(C1)N2C(=O)OC Methyl 3-{[2-(4-chlorophenyl)imidazo[1,2-a]pyridin-3-yl]methyl}-3,8-diazabicyclo[3.2.1]octane-8-carboxylate